divinyl-1,3-dimethyl-1,3-diphenyldisiloxane C(=C)[Si](O[Si](C1=CC=CC=C1)(C)C=C)(C1=CC=CC=C1)C